N-{3-[4-(4-chlorophenyl)piperazin-1-yl]methyl-4-(trifluoromethyl)phenyl}-N,1-dimethylpyrrolidin-3-amine ClC1=CC=C(C=C1)N1CCN(CC1)CC=1C=C(C=CC1C(F)(F)F)N(C1CN(CC1)C)C